The molecule is a biladiene that is a homologue of bilirubin IXalpha (vinyl groups reduced to ethyl), a natural product of heme catabolism and the primary pigment of bile acid. CCC1=C(/C(=C/C2=C(C(=C(N2)CC3=C(C(=C(N3)/C=C\\4/C(=C(C(=O)N4)C)CC)C)CCC(=O)O)CCC(=O)O)C)/NC1=O)C